N-phenylethyl-N-methylamine C1(=CC=CC=C1)CCNC